ClC1=CC2=C(C3CCNCC3CC2)C=C1 8-Chloro-1,2,3,4,4a,5,6,10b-octahydrobenzo[f]isoquinoline